2-(2-(cyclopropanesulfonamido)thiazol-4-yl)-N-(2-methoxy-4-(5-methoxypyridin-3-yl)phenyl)-2-methylpropanamide C1(CC1)S(=O)(=O)NC=1SC=C(N1)C(C(=O)NC1=C(C=C(C=C1)C=1C=NC=C(C1)OC)OC)(C)C